lithium 2-(1-(pyrimidin-5-yl)azetidin-3-yl)acetate N1=CN=CC(=C1)N1CC(C1)CC(=O)[O-].[Li+]